BrC1=NN2C(N(C3=C(C2=O)CN(C3=O)[C@@H](COC)C)CC(=O)OCC)=C1 |r| ethyl {2-bromo-6-[(±)-1-methoxypropan-2-yl]-5,8-dioxo-5,6,7,8-tetrahydro-4H-pyrazolo[1,5-a]pyrrolo[3,4-d]pyrimidin-4-yl}acetate